C(C)(C)(C)OC(=O)N[C@H](C(=O)O)CC1C(N(C2=NC=CC=C21)COCC[Si](C)(C)C)=C=O (2S)-2-((tert-butoxycarbonyl)amino)-3-(2-carbonyl-1-((2-(trimethylsilyl)ethoxy)methyl)-2,3-Dihydro-1H-pyrrolo[2,3-b]pyridin-3-yl)propanoic acid